N1(CCOCC1)NC(=O)C1=NN(C(=C1CO)C1=CC=C(C=C1)C#CCCCF)C1=C(C=C(C=C1)Cl)Cl 1-(2,4-Dichloro-phenyl)-5-[4-(5-fluoro-pent-1-ynyl)-phenyl]-4-hydroxymethyl-1H-pyrazole-3-carboxylic acid morpholin-4-ylamide